(5-chloro-1-hydroxybenzo[d][1,2,3]-diazaborinin-2(1H)-yl)(phenyl)methanone ClC1=CC=CC=2B(N(N=CC21)C(=O)C2=CC=CC=C2)O